FC1=C(C#N)C=C(C(=C1)C#N)F 2,5-difluoro-terephthalonitrile